5-(difluoromethyl)-2-methyl-pyrazole-3-carboxylic acid FC(C=1C=C(N(N1)C)C(=O)O)F